O1C(OC=C1)=O [1,3]DIOXOL-2-ONE